Cl.ClC1=CN=NC=C1Cl 4,5-dichloropyridazine hydrochloride